(+)-(4aR,8aS)-6-(3-((2,4-Dichlorophenyl)ethynyl)azetidine-1-carbonyl)hexahydro-2H-pyrido[4,3-b][1,4]oxazin-3(4H)-one ClC1=C(C=CC(=C1)Cl)C#CC1CN(C1)C(=O)N1C[C@@H]2[C@@H](OCC(N2)=O)CC1